F[C@@H]1C[C@@]2(CCCN2C1)C(=O)OCC1=CC=CC=C1 benzyl (2R,7aS)-2-fluorotetrahydro-1H-pyrrolizine-7a(5H)-carboxylate